N(=C=O)CCCCCCCCC1=CCC(C(C1CCCCCCCCN=C=O)CCCCCCCC)CCCCCC 2,3-bis-(8-isocyanatooctyl)-4-octyl-5-hexylcyclohexene